COC(=O)C1C2CCC(C1NC1=NC(=NC(=C1)C1=CC=C(C=C1)C(C)(C)C)Cl)CC2 (+/-)-trans-3-((6-(4-tert-butylphenyl)-2-chloro-pyrimidin-4-yl)amino)bicyclo[2.2.2]Octane-2-carboxylic acid methyl ester